4-[3-[2-[2-[2-(2-Hydroxyethoxy)ethoxy]ethoxy]ethoxy]prop-1-ynyl-3-methyl-2-oxo-benzimidazol-1-yl]piperidine-2,6-dione OCCOCCOCCOCCOCC#CC1=CC=CC=2N(C(N(C21)C)=O)C2CC(NC(C2)=O)=O